O=S1(N(CC(N1)=O)C1=C(C=C(C=C1O)NC(=O)NC1=CC=C(C=C1)N1CCN(CC1)C(=O)OC(C)(C)C)F)=O tert-butyl 4-[4-({[4-(1,1-dioxido-4-oxo-1,2,5-thiadiazolidin-2-yl)-3-fluoro-5-hydroxyphenyl]carbamoyl}amino)phenyl]piperazine-1-carboxylate